1-mercapto-4-amino-1,2,3-triazole SN1N=NC(=C1)N